propoxy-5-vinylcyclohexan C(CC)OC1CCCC(C1)C=C